[C@@H]12OC[C@@H](N(C1)C=1C(=NC3=CC(=CC(=C3N1)[C@@H](C)NC=1C(=NC(=CC1)Cl)C(=O)O)C)C#N)C2 3-(((R)-1-(3-((1S,4S)-2-oxa-5-azabicyclo[2.2.1]heptan-5-yl)-2-cyano-7-methylquinoxalin-5-yl)ethyl)amino)-6-chloropicolinic acid